C(=C)OC(CCCCC(=O)OC=C)=O divinyladipate